CN1[C@@H](CCC1)COC1=C(C=CC=C1)C1CN(CCC1)C(=O)[O-] |r| 3-(((rac-(S)-1-methylpyrrolidin-2-yl)methoxy)phenyl)piperidine-1-carboxylate